5-amino-7-(4-fluorophenyl)-8-[2-(hydroxymethyl)-6-methyl-4-pyridinyl]-2-(pyridazin-3-ylmethyl)-[1,2,4]triazolo[4,3-c]pyrimidin-3-one NC1=NC(=C(C=2N1C(N(N2)CC=2N=NC=CC2)=O)C2=CC(=NC(=C2)C)CO)C2=CC=C(C=C2)F